FC=1C=C(C=C(C1NS(=O)(=O)CCC(F)(F)F)F)C1=NC=2C=NC(=NC2N(C1=O)C(C)C)N[C@@H]1CN(C[C@H](C1)F)C(=O)OCC1=CC=CC=C1 Benzyl (3S,5S)-3-((6-(3,5-difluoro-4-((3,3,3-trifluoropropyl)sulfonamido)phenyl)-8-isopropyl-7-oxo-7,8-dihydropteridin-2-yl)amino)-5-fluoropiperidine-1-carboxylate